O[C@@H](COC1=C(C=CC=C1)CCC(=O)OCC)\C=C\C1=CC(=CC=C1)NS(=O)(=O)C1=CC=CC=C1 ethyl (R,E)-3-(2-((2-hydroxy-4-(3-(phenylsulfonamido)phenyl)but-3-en-1-yl)oxy)phenyl)propanoate